C(C)(C)(C)OC(NCC=1C=NN(C1)[C@@H]1CNCC1)=O (S)-((1-(pyrrolidin-3-yl)-1H-pyrazol-4-yl)methyl)carbamic acid tert-butyl ester